CC(C(=O)C1=CC=C(C=C1)SC)(C)N1CCOCC1 2-methyl-2-morpholino-1-(4-methylsulfanyl-phenyl)propan-1-one